(1aS,5aS)-2-(2,4-Difluoro-phenyl)-1a,2,5,5a-tetrahydro-1H-2,3-diaza-cyclopropa[a]pentalene-4-carboxylic acid ((1S,2R)-2-hydroxy-indan-1-yl)-amide O[C@H]1[C@H](C2=CC=CC=C2C1)NC(=O)C=1C=2C[C@H]3[C@@H](C2N(N1)C1=C(C=C(C=C1)F)F)C3